BrC1=CC=C(C=C1)N1C(=NC=C1C)C 1-(4-bromophenyl)-2,5-dimethyl-1H-imidazole